(1R,5S)-3-(8-fluoro-7-(3-hydroxynaphthalen-1-yl)-2-((tetrahydro-1H-pyrrolizin-7a(5H)-yl)methoxy)quinazolin-4-yl)-N-((R)-pyrrolidin-3-yl)-3,8-diazabicyclo[3.2.1]octane-8-sulfonamide FC=1C(=CC=C2C(=NC(=NC12)OCC12CCCN2CCC1)N1C[C@H]2CC[C@@H](C1)N2S(=O)(=O)N[C@H]2CNCC2)C2=CC(=CC1=CC=CC=C21)O